2-(Cyclopropyl-methoxy)-N-[(4-fluorophenyl)-methyl]-4-methyl-6-morpholin-4-yl-pyridine-3-carboxylic acid amide C1(CC1)COC1=NC(=CC(=C1C(=O)NCC1=CC=C(C=C1)F)C)N1CCOCC1